Benzyl N2-(((9H-fluoren-9-yl)methoxy)carbonyl)-N5-(((3aR,4R,6S,6aS)-6-(2-amino-2-oxoethyl)-2,2-dimethyltetrahydrofuro[3,4-d][1,3]dioxol-4-yl)methyl)-L-glutaminate C1=CC=CC=2C3=CC=CC=C3C(C12)COC(=O)N[C@@H](CCC(NC[C@H]1O[C@H]([C@@H]2OC(O[C@@H]21)(C)C)CC(=O)N)=O)C(=O)OCC2=CC=CC=C2